(3S,6S,6aR)-11-hydroxy-6-methoxy-3-methyl-1,10-dioxo-N-(2,4,6-trifluorobenzyl)-1,3,6,7,8,10-hexahydro-2,6a-methano[1,4]diazonino[9,1,2-cd]indolizine-9-carboxamide OC1=C2N3[C@@]4(CCC3=C(C1=O)C(=O)NCC1=C(C=C(C=C1F)F)F)[C@H](C=C[C@@H](N(C2=O)C4)C)OC